N1=NC(=CC2=C1C1=C(CCC2)C=CC=C1)N1N=C(N=C1NC1=CC(=C(C=C1)N1CC2(CC1)CN(CC2)C)F)N 1-(6,7-dihydro-5H-benzo[6,7]cyclohepta[1,2-c]pyridazin-3-yl)-N5-(3-fluoro-4-(7-methyl-2,7-diazaspiro[4.4]nonan-2-yl)phenyl)-1H-1,2,4-triazole-3,5-diamine